Br.BrCCN1CC(CC1)(F)F 1-(2-bromoethyl)-3,3-difluoropyrrolidine hydrobromide